tert-butyl ((1-(2-((2-(2,6-dioxopiperidin-3-yl)-1-oxoisoindolin-4-yl)amino)ethyl)cyclohexyl)methyl)carbamate O=C1NC(CCC1N1C(C2=CC=CC(=C2C1)NCCC1(CCCCC1)CNC(OC(C)(C)C)=O)=O)=O